diphenylphosphine tetrakis(phenyl)borate C1(=CC=CC=C1)[B-](C1=CC=CC=C1)(C1=CC=CC=C1)C1=CC=CC=C1.C1(=CC=CC=C1)PC1=CC=CC=C1